C(#N)C1C(C1)C(=O)NC1=NN(C=C1C(=O)N)C1(C(CN(CC1)CC1=C(C=C(C(=C1)O)C1=CC=CC=C1)F)F)CC#N 3-[(2-cyanocyclopropanecarbonyl)amino]-1-[4-(cyanomethyl)-3-fluoro-1-[(2-fluoro-5-hydroxy-4-phenyl-phenyl)methyl]-4-piperidyl]pyrazole-4-carboxamide